(S)-1-amino-4-(4-((4-chloropyridin-2-yl)carbamoyl)phenyl)-2-(1-propioloylpiperidin-2-yl)-1H-imidazole-5-carboxamide NN1C(=NC(=C1C(=O)N)C1=CC=C(C=C1)C(NC1=NC=CC(=C1)Cl)=O)[C@H]1N(CCCC1)C(C#C)=O